3-(4-bromophenyl)-5-(trifluoromethyl)-4H-1,2,4-triazole BrC1=CC=C(C=C1)C1=NN=C(N1)C(F)(F)F